ClC=1C=CC=C2C(C=C(OC12)C1=C(O[C@@H]2C[C@H](C2)C(=O)O)C=C(C=C1)OC)=O Trans-3-[2-(8-chloro-4-oxo-chromen-2-yl)-5-methoxy-phenoxy]cyclobutane-carboxylic acid